F[C@H](C(=O)OCC)[C@H](O)C=1OC=CC1 ethyl (2S,3R)-2-fluoro-3-(furan-2-yl)-3-hydroxypropionate